Ethyl 2-(2-fluoro-6-methylpyridin-3-yl)pyrazolo[1,5-a]pyrimidine-3-carboxylate FC1=NC(=CC=C1C1=NN2C(N=CC=C2)=C1C(=O)OCC)C